7-bromo-N-(3-((tert-butyldiphenylsilyl)oxy)-2-((tetrahydro-2H-pyran-2-yl)oxy)propyl)-6-chloro-5,8-difluoro-2-(methylthio)-N-(tetrahydrofuran-3-yl)quinazolin-4-amine BrC1=C(C(=C2C(=NC(=NC2=C1F)SC)N(C1COCC1)CC(CO[Si](C1=CC=CC=C1)(C1=CC=CC=C1)C(C)(C)C)OC1OCCCC1)F)Cl